1-methyl-5-Ethyl-tetrazole CN1N=NN=C1CC